5-(((tert-Butoxycarbonyl)amino)methyl)-4-phenylpyrimidine-2-carboxylic acid methyl ester COC(=O)C1=NC=C(C(=N1)C1=CC=CC=C1)CNC(=O)OC(C)(C)C